5-(4-Ethynylphenyl)-3-((2-((1S)-1-((tetrahydro-2H-pyran-2-yl)oxy)ethyl)-1H-imidazol-1-yl)methyl)isoxazole C(#C)C1=CC=C(C=C1)C1=CC(=NO1)CN1C(=NC=C1)[C@H](C)OC1OCCCC1